3,6-Dimethyl-8-(1-((2-(methylsulfonyl)phenyl)amino)ethyl)-2-(piperidin-1-yl)quinazolin-4(3H)-one CN1C(=NC2=C(C=C(C=C2C1=O)C)C(C)NC1=C(C=CC=C1)S(=O)(=O)C)N1CCCCC1